FC1(C(C1)C1=CNC2=NC=CC(=C21)N[C@@H]2CC[C@@H](N(C2)C(C=C)=O)C)F ((2S,5R)-5-((3-(2,2-difluorocyclopropyl)-1H-pyrrolo[2,3-b]pyridin-4-yl)amino)-2-methylpiperidin-1-yl)propan-2-en-1-one